ClC1=CC(=C2CN(CC2=C1)C(=O)OC(C)(C)C)C=1C=CC=C2C=C(N=CC12)C=1C=NC(=CC1)C(=O)OC tert-butyl 6-chloro-4-(3-(6-(methoxycarbonyl)pyridin-3-yl)isoquinolin-8-yl)isoindoline-2-carboxylate